methyl 6-methoxy-1,3-benzoxazole-5-carboxylate COC1=CC2=C(N=CO2)C=C1C(=O)OC